N-(4-(2-(4-chlorophenyl)but-3-yn-2-yl)thiazol-2-yl)-4-(2-ethylpiperazin-1-yl)-2,6-difluorobenzamide ClC1=CC=C(C=C1)C(C)(C#C)C=1N=C(SC1)NC(C1=C(C=C(C=C1F)N1C(CNCC1)CC)F)=O